1,3-di(pyridine-3-yl)propane N1=CC(=CC=C1)CCCC=1C=NC=CC1